4-iodo-2-((1R,5S)-8-azaspiro[bicyclo[3.2.1]octane-3,1'-cyclopropan]-8-yl)benzoyl chloride IC1=CC(=C(C(=O)Cl)C=C1)N1[C@H]2CC3(CC3)C[C@@H]1CC2